tetrapropylfluoroaminodithio pyrophosphate O(P([O-])(=O)OP(=O)([O-])[O-])SS(NF)(CCC)(CCC)(CCC)CCC